ClC1=C2C(N(C=NC2=CC=C1B1OC(C(O1)(C)C)(C)C)C)=O 5-chloro-3-methyl-6-(4,4,5,5-tetramethyl-1,3,2-dioxaborolan-2-yl)-3,4-dihydroquinazolin-4-one